1,4a,5-trihydroxy-7-methyl-1,4a,5,6,7,7a-hexahydrocyclopenta[c]pyran-7-yl cinnamate C(C=CC1=CC=CC=C1)(=O)OC1(CC(C2(C1C(OC=C2)O)O)O)C